9,9-diphenyl-fluorene C1(=CC=CC=C1)C1(C2=CC=CC=C2C=2C=CC=CC12)C1=CC=CC=C1